C1(CC1)N1C(C(C2=CC=C(C=C12)C(=O)OC)=O)=O Methyl 1-cyclopropyl-2,3-dioxo-indoline-6-carboxylate